NC(C)CCCCC 2-aminoheptane